C(C)(C)(C)N1N=CC(=C1)C(=O)NCC1=C(C=C(C=C1)C1=NC=NC(=C1)NC1=NN2C(CNCC2)=C1)C 1-(tert-butyl)-N-(2-methyl-4-(6-((4,5,6,7-tetrahydropyrazolo[1,5-a]pyrazin-2-yl)amino)-pyrimidin-4-yl)benzyl)-1H-pyrazole-4-carboxamide